[2-(2,6-dioxopiperidin-3-yl)-4-methoxy-3-oxo-2,3-dihydro-1H-isoindol-5-yl]methyl N-[4-(2-chlorophenoxy)phenyl]carbamate ClC1=C(OC2=CC=C(C=C2)NC(OCC=2C(=C3C(N(CC3=CC2)C2C(NC(CC2)=O)=O)=O)OC)=O)C=CC=C1